3-[methyl-[(3R)-3-[3-[(1-methylazetidin-1-ium-3-yl)carbamoyl]phenyl]-3-[[(7S)-7-tert-butyl-5,6,7,8-tetrahydrothiazolo[5,4-b]quinoline-2-carbonyl]amino]propyl]amino]propanoic acid CN(CCC(=O)O)CC[C@@H](NC(=O)C=1SC2=NC=3CC[C@@H](CC3C=C2N1)C(C)(C)C)C1=CC(=CC=C1)C(NC1C[NH+](C1)C)=O